7-(8-ethylnaphthalen-1-yl)-8-fluoro-4-(methylthio)-2-((tetrahydro-1H-pyrrolizin-7a(5H)-yl)methoxy)pyrido[4,3-d]pyrimidine C(C)C=1C=CC=C2C=CC=C(C12)C1=C(C=2N=C(N=C(C2C=N1)SC)OCC12CCCN2CCC1)F